FC1=C(C(=CC=C1)F)C1=NC=2C(=NNC2C=2C=C(N=C(C2N1)C)N1CC(N(CC1)CCF)C)C 8-(2,6-difluorophenyl)-13-[4-(2-fluoroethyl)-3-methyl-piperazin-1-yl]-5,11-dimethyl-3,4,7,9,12-pentazatricyclo[8.4.0.02,6]tetradeca-1(10),2(6),4,7,11,13-hexaene